vinyl-tris(beta-methylethylvinyl)silane C(=C)[Si](C=CCCC)(C=CCCC)C=CCCC